4-[5-(2-fluoro-4-hydroxyphenyl)-8-oxo-6-thioxo-5,7-diazaspiro[3.4]oct-7-yl]-2-trifluoromethylbenzonitrile FC1=C(C=CC(=C1)O)N1C2(CCC2)C(N(C1=S)C1=CC(=C(C#N)C=C1)C(F)(F)F)=O